C(C)(C)C=1C(=NNC1C=1C=C(C=2N(C1)N=CN2)C)C=2C=C1CCN(CC1=CC2)CC(=O)N(C)C 2-(6-(4-isopropyl-5-(8-methyl-[1,2,4]triazolo[1,5-a]pyridin-6-yl)-1H-pyrazol-3-yl)-3,4-dihydroisoquinolin-2(1H)-yl)-N,N-dimethylacetamide